COC1=CC(=CC2=C1OC(CO2)C=2C=NC(=CC2)OC)CN2C=NC=1C2=NC=CC1 3-((8-methoxy-2-(6-methoxypyridin-3-yl)-2,3-dihydrobenzo[b][1,4]dioxin-6-yl)methyl)-3H-imidazo[4,5-b]pyridine